(2-chloro-5H-pyrrolo[3,2-d]pyrimidin-7-yl)phenylmethanol ClC=1N=CC2=C(N1)C(=CN2)C(O)C2=CC=CC=C2